N12CC=CC(NC1=O)C2 1,6-diazabicyclo[3.2.1]oct-3-en-7-one